2,2'-dimethylbiphenyl-4,4'-dicarboxylic acid CC1=C(C=CC(=C1)C(=O)O)C1=C(C=C(C=C1)C(=O)O)C